(4-((2-(2,6-Dioxopiperidin-3-yl)-1-oxoisoindolin-4-yl)amino)butyl)carbamic acid tert-butyl ester C(C)(C)(C)OC(NCCCCNC1=C2CN(C(C2=CC=C1)=O)C1C(NC(CC1)=O)=O)=O